4-(10-(3'-chloro-[1,1'-biphenyl]-3-yl)anthracene-9-yl)benzonitrile ClC=1C=C(C=CC1)C1=CC(=CC=C1)C1=C2C=CC=CC2=C(C2=CC=CC=C12)C1=CC=C(C#N)C=C1